[Si].C(C(=O)O)C.C(C(=O)O)C.C(C(=O)O)C triisopropanoic acid silicon